FC1(CN(CC1)CCNC(=O)C=1C=C(C(=NC1)C)C=1N2C(SC1C=1C=NN(C1)C)=C(C=N2)C(=O)N)F (5-((2-(3,3-difluoropyrrolidin-1-yl)ethyl)carbamoyl)-2-methylpyridin-3-yl)-2-(1-methyl-1H-pyrazol-4-yl)pyrazolo[5,1-b]Thiazole-7-carboxamide